Methyl (3R,5S)-4-(3-(3-chloro-4-(4-ethylpiperazin-1-yl)phenyl)-1-((2-(trimethylsilyl)ethoxy)methyl)-1H-pyrazolo[4,3-d]pyrimidin-5-yl)-3,5-dimethylpiperazine-1-carboxylate ClC=1C=C(C=CC1N1CCN(CC1)CC)C1=NN(C2=C1N=C(N=C2)N2[C@@H](CN(C[C@@H]2C)C(=O)OC)C)COCC[Si](C)(C)C